tert-butyl-[(2,4-difluorophenyl)methoxy]-dimethyl-silane C(C)(C)(C)[Si](C)(C)OCC1=C(C=C(C=C1)F)F